4-(2-chloro-9-ethyl-6-(piperidin-1-yl)-9H-purin-8-yl)-1-methylpiperazin-2-one ClC1=NC(=C2N=C(N(C2=N1)CC)N1CC(N(CC1)C)=O)N1CCCCC1